sodium 2-furanacrylate O1C(=CC=C1)C=CC(=O)[O-].[Na+]